3-chloro-5-(hydroxymethyl)-2-methoxybenzenesulfonamide ClC=1C(=C(C=C(C1)CO)S(=O)(=O)N)OC